((2'-chloro-2-((cyclopentyloxy)methyl)-3',5'-dimethoxy-4'-methyl-[1,1'-biphenyl]-4-yl)oxy)tetrahydro-2H-pyran-4-carboxylic acid ClC1=C(C=C(C(=C1OC)C)OC)C1=C(C=C(C=C1)OC1OCCC(C1)C(=O)O)COC1CCCC1